(2S,4R)-1-(2-(3-acetyl-5-(2-methylpyrimidin-5-yl)-1H-indazol-1-yl)acetyl)-N-(3-bromo-4-fluorophenyl)-4-fluoropyrrolidine-2-carboxamide C(C)(=O)C1=NN(C2=CC=C(C=C12)C=1C=NC(=NC1)C)CC(=O)N1[C@@H](C[C@H](C1)F)C(=O)NC1=CC(=C(C=C1)F)Br